COC1=CC(=C(C=C1NC1=NC=NC(=C1)N1OCC[C@@H]1C1=C(C(=C(C=C1)F)F)F)NC(C=C)=O)N1C[C@@H](CC1)N1CCOCC1 N-(4-methoxy-2-((R)-3-morpholinopyrrolidine-1-yl)-5-((6-((R)-3-(2,3,4-trifluorophenyl)isoxazolidine-2-yl)pyrimidine-4-yl)amino)phenyl)acrylamide